O=C1NC(CCC1N1C(C=2C=C3C(=CC2C1=O)OC1(CC3)CNC1)=O)=O 7'-(2,6-dioxopiperidin-3-yl)-3',4'-dihydro-6'H-spiro[Azetidine-3,2'-pyrano[2,3-f]isoindole]-6',8'(7'H)-dione